(3s,4r,5r,6r,7s)-7-((S)-hydroxy(phenyl)methyl)-6-(hydroxymethyl)-1-azabicyclo[4.1.0]heptane-3,4,5-triol O[C@H]([C@@H]1[C@]2([C@H]([C@@H]([C@H](CN12)O)O)O)CO)C1=CC=CC=C1